5,6,6,6-tetrafluoro-5-(heptafluoropropoxy)hexane-2,4-dione silver (I) [Ag+].FC(C(CC(C)=O)=O)(C(F)(F)F)OC(C(C(F)(F)F)(F)F)(F)F